1-(4-(trifluoromethyl)phenyl)cyclobutyl 4-((1,1-dioxidothietan-3-yl)amino)-2-methylene-4-oxobutanoate O=S1(CC(C1)NC(CC(C(=O)OC1(CCC1)C1=CC=C(C=C1)C(F)(F)F)=C)=O)=O